1-(1',4-dimethyl-1-phenyl-1H,1'H-[3,4'-bipyrazol]-5-yl)-3-((3S,4R)-1-(2-methoxyethyl)-4-(p-tolyl)pyrrolidin-3-yl)urea CN1N=CC(=C1)C1=NN(C(=C1C)NC(=O)N[C@@H]1CN(C[C@H]1C1=CC=C(C=C1)C)CCOC)C1=CC=CC=C1